C(C)(C)(C)N(C(O)=O)C1CCC(CC1)NC(=O)C=1N(C2=CC(=CC=C2C1CO)C(N)=N)CC1=CC=CC2=CC=CC=C12.NCC[SiH2]COCNCCC (2-aminoethyl)3-propylaminomethoxymethylsilane tert-butyl-((1r,4r)-4-(6-carbamimidoyl-3-(hydroxymethyl)-1-(naphthalen-1-ylmethyl)-1H-indole-2-carboxamido)cyclohexyl)carbamate